FC(CCCN1C=CC2=CC=C(C=C12)C1=C(NN=N1)C#N)(F)F 5-[1-(4,4,4-trifluoro-butyl)-1H-indol-6-yl]-3H-[1,2,3]triazole-4-carbonitrile